C(C1=CC=CC=C1)OCC1=NN(C(N1CC)=O)C1=CC(=C(C(=O)OC(C)(C)C)C=C1C)Br tert-butyl 4-(3-((benzyloxy) methyl)-4-ethyl-5-oxo-4,5-dihydro-1H-1,2,4-triazol-1-yl)-2-bromo-5-methylbenzoate